2,4-bis(trichloromethyl)-6-[2-(4-diethylamino-2-methylphenyl)vinyl-(ethenyl)]-1,3,5-triazine ClC(C1=NC(=NC(=N1)C(Cl)(Cl)Cl)C=CC=CC1=C(C=C(C=C1)N(CC)CC)C)(Cl)Cl